2-(4-tert-butyl-5-chloro-2-methyl-phenyl)-6-oxido-1H-1,6-naphthyridin-6-ium-4-one C(C)(C)(C)C1=CC(=C(C=C1Cl)C=1NC2=CC=[N+](C=C2C(C1)=O)[O-])C